4-amino-3-chloro-6-(4-chloro-2-fluoro-3-methoxyphenyl)-5-fluoropyridine NC1=C(C=NC(=C1F)C1=C(C(=C(C=C1)Cl)OC)F)Cl